3-(4-Chlorophenyl)-5-((4-methyl-3-(pyridin-4-yl)-1H-pyrazol-5-yl)amino)-5-oxopentyl methanesulfonate CS(=O)(=O)OCCC(CC(=O)NC1=C(C(=NN1)C1=CC=NC=C1)C)C1=CC=C(C=C1)Cl